OC(C)C=1C=C2C(N(C(C2=CC1)=O)C(C)C)=O 5-(1-hydroxyethyl)-2-isopropylisoindoline-1,3-dione